3-fluoro-3-((4-(trifluoromethyl)phenyl)ethynyl)pyrrolidine 2,2,2-trifluoroacetate FC(C(=O)O)(F)F.FC1(CNCC1)C#CC1=CC=C(C=C1)C(F)(F)F